COC(=O)C1(COCC1)CC=O 3-(2-oxoethyl)tetrahydrofuran-3-carboxylic acid methyl ester